FC1(CC2(C1)CC(C2)\C=C/OC)F (Z)-2,2-Difluoro-6-(2-methoxyvinyl)spiro[3.3]heptane